6-ethyl-2,2-difluoro-N-methylbenzo[d][1,3]dioxol-5-amine C(C)C=1C(=CC2=C(OC(O2)(F)F)C1)NC